2,6-Diisopropylphenol C(C)(C)C1=C(C(=CC=C1)C(C)C)O